OC=1C=C2CC[C@@H]([C@@H](C2=CC1)C1=CC=C(C=C1)N1CCNCC1)C1=CC=CC=C1 4-(4-((1R,2S)-6-hydroxy-2-phenyl-1,2,3,4-tetrahydronaphthalen-1-yl)phenyl)piperazin